1,3-bis((2,2-dimethyl-1,3-dioxan-5-yl)methoxy)propan-2-one CC1(OCC(CO1)COCC(COCC1COC(OC1)(C)C)=O)C